4-((4-bromo-2-nitro-6-(trifluoromethyl)phenyl)amino)pyrrolidin-2-one BrC1=CC(=C(C(=C1)C(F)(F)F)NC1CC(NC1)=O)[N+](=O)[O-]